NC=1C(=NN(C1)C1CCC(CC1)COCCCC#CC1=CC=CC=2N(C(N(C21)C)=O)N2C(CCCC2=O)=O)C(F)F 4-[5-[[4-[4-Amino-3-(difluoromethyl)pyrazol-1-yl]cyclohexyl]methoxy]pent-1-ynyl]-3-methyl-2-oxo-benzimidazol-1-ylpiperidine-2,6-dione